4,4-dimethyl-2''-oxo-dispiro[cyclohexane-1,2'-pyrrolidine-3',3''-indoline]-5'-carboxamide CC1(CCC2(NC(CC23C(NC2=CC=CC=C32)=O)C(=O)N)CC1)C